Dimethyl (5,8-dibromo-2-methyl-1,2-dihydroisoquinolin-1-yl)phosphonate BrC1=C2C=CN(C(C2=C(C=C1)Br)P(OC)(OC)=O)C